(Z)-10-hexadecen-1-yl acetate ((Z)-10-hexadecen-1-yl acetate) C(CCCCCCCC\C=C/CCCCC)CC(=O)O.C(C)(=O)OCCCCCCCCC\C=C/CCCCC